2-((2-((4-(4-methoxyphenoxy)phenyl)amino)-2-oxoethyl)thio)-1H-imidazole-4-carboxylic acid COC1=CC=C(OC2=CC=C(C=C2)NC(CSC=2NC=C(N2)C(=O)O)=O)C=C1